C(CCCCCCCC=CC=C)(=O)O 9,11-dodecadienoic acid